3-[tert-butyl-(diphenyl)silyl]Oxocyclobutanecarboxylic acid C(C)(C)(C)[Si](C1C(C(C1)C(=O)O)=O)(C1=CC=CC=C1)C1=CC=CC=C1